N-cyclohexyl-3,5-bis-(pivaloylamino)-benzamide C1(CCCCC1)NC(C1=CC(=CC(=C1)NC(C(C)(C)C)=O)NC(C(C)(C)C)=O)=O